C(C1=CC=CC=C1)OC1=C(C=C2C3=C(C=C(C(=C3)C)OCC3=CC=CC=C3)C3(CC3)OC2=C1)C 3,8-bis(benzyloxy)-2,9-dimethyl-spiro[benzo[c]chromene-6,1'-cyclopropane]